ClC1=CC=C(C=C1)N(C(=O)C1=NC(=CN=C1)N1CCC(CC1)(F)F)C N-(4-chlorophenyl)-6-(4,4-difluoropiperidin-1-yl)-N-methylpyrazine-2-carboxamide